Pentamethyldiethylentriamine CN(CCN(CCN(C)C)C)C